CC1=CC(=NC(=N1)O[C@H](C(=O)O)C(C2=CC=CC=C2)(C3=CC=CC=C3)OC)C (+)-(2S)-2-[(4,6-dimethylpyrimidin-2-yl)oxy]-3-methoxy-3,3-diphenylpropanoic acid